C(#N)C(C)OC(C=1C(C(=O)[O-])=CC(C(=O)[O-])=CC1C1(N=CC=N1)C)=O 1-cyanoethyl-2-methylimidazole-trimellitate